IC1=C(C=C(C=C1)CCCC(=O)O)C 4-(4-iodo-3-methylphenyl)butyric acid